ClC1=C(C(=O)N)C(=C(C(=N1)Cl)F)NC(CCl)=O 2,6-Dichloro-4-(2-chloroacetamido)-5-fluoronicotinamide